C(C)(C)(C)SC#N tertiary butyl thiocyanate